NC1=NC=C(C2=C1C(=C(N2C)C2=CC=C(C=C2)NC(C=C)=O)C2=CC(=C(C=C2)OC2=NC=CC(=N2)C(F)F)F)C#N N-(4-(4-amino-7-cyano-3-(4-((4-(difluoromethyl)pyrimidin-2-yl)oxy)-3-fluorophenyl)-1-methyl-1H-pyrrolo[3,2-c]pyridin-2-yl)phenyl)acrylamide